4-(3-nitro-5-trifluoromethylphenyl)-3-morpholinone [N+](=O)([O-])C=1C=C(C=C(C1)C(F)(F)F)N1C(COCC1)=O